ClC=1C=2N(C=CN1)C(=NC2)C 8-chloro-3-methylimidazo[1,5-a]pyrazine